2-[4-[2-(4-tert-Butylphenyl)pyridine-4-carbonyl]piperazin-1-yl]-3H-quinazolin-4-one C(C)(C)(C)C1=CC=C(C=C1)C1=NC=CC(=C1)C(=O)N1CCN(CC1)C1=NC2=CC=CC=C2C(N1)=O